3-{[4-({5H,6H,7H,8H-pyrido[3,4-d]pyrimidin-2-yl}amino)phenyl]methyl}-1,3-oxazolidin-2-one N1=C(N=CC2=C1CNCC2)NC2=CC=C(C=C2)CN2C(OCC2)=O